(S)-4-(7-((1S,2R,4R)-bicyclo[2.2.1]hept-2-yl)-5-(pyrrolidin-1-yl)-7H-pyrrolo[2,3-d]pyrimidin-4-yl)-3-methylpiperazine-1-carboxylic acid tert-butyl ester C(C)(C)(C)OC(=O)N1C[C@@H](N(CC1)C=1C2=C(N=CN1)N(C=C2N2CCCC2)[C@H]2[C@H]1CC[C@@H](C2)C1)C